FC1=CC=CC=2C(COC21)NC(=O)C2=CC=NC=1N2N=C(C1C(=O)N)COC N7-(7-fluoro-2,3-dihydrobenzofuran-3-yl)-2-(methoxymethyl)pyrazolo[1,5-a]pyrimidine-3,7-dicarboxamide